2-(2,5-diazabicyclo[2.2.2]octan-2-yl)-N-(5-cyclopropyl-1H-pyrazol-3-yl)quinazolin-4-amine C12N(CC(NC1)CC2)C2=NC1=CC=CC=C1C(=N2)NC2=NNC(=C2)C2CC2